6-chloro-1-(3-iodobenzyl)-3-methylpyrimidine-2,4(1H,3H)-dione ClC1=CC(N(C(N1CC1=CC(=CC=C1)I)=O)C)=O